NC1CCC=2C=3C1=C1C(=NC3C=C3C2OCO3)C3=CC2=C(C(N3C1)=O)COC(C2(O)CC)=O 1-amino-10-ethyl-10-hydroxy-1,2,3,10,13,16-hexahydro-11H,14H-benzo[de][1,3]dioxolo[4,5-g]pyrano[3',4':6,7]indolizino[1,2-b]quinoline-11,14-dione